FC1=CC2=C(NC([C@H](CS2)NC(OC(C)(C)C)=O)=O)C=C1C(NNC(C(C)(S(=O)(=O)C)C)=O)=O tert-butyl N-[(3R)-8-fluoro-7-[[(2-methyl-2-methylsulfonyl-propanoyl)amino]carbamoyl]-4-oxo-3,5-dihydro-2H-1,5-benzothiazepin-3-yl]carbamate